BrC=1C=NC=C(C(=O)NC2=CC=C(C=C2)OCCC2=CC=CC=C2)C1 5-bromo-N-(4-phenethoxyphenyl)nicotinamide